OP1(OC2=C(C3=C(O1)C=CC=1C=CC=CC13)C1=CC=CC=C1C=C2)=O 4-hydroxydinaphtho[2,1-d:1',2'-f][1,3,2]dioxaphosphepine 4-oxide